3-hydroxy-7-isopropyl-3-methylbenzofuran-2(3H)-one OC1(C(OC2=C1C=CC=C2C(C)C)=O)C